N1=CC(=CC=C1)C(CN)N1CCCC1 2-(pyridin-3-yl)-2-(pyrrolidin-1-yl)ethan-1-amine